4-methoxy-N-methyl-4-oxobutanamide COC(CCC(=O)NC)=O